imidazol-3-ium trifluoromethanesulfonate FC(S(=O)(=O)[O-])(F)F.N1C=[NH+]C=C1